BrC1=CC=2C(=NNN2)C=C1F 5-bromo-6-fluoro-2H-benzo[d][1,2,3]triazole